[5-methyl-3-[7-morpholino-5-[3-(m-tolyl)pyrazol-1-yl]pyrazolo[1,5-a]pyrimidin-2-yl]pyrazol-1-yl]methyl 2-[[(2S)-2-amino-4-methyl-pentanoyl]amino]acetate, trifluoroacetic acid salt FC(C(=O)O)(F)F.N[C@H](C(=O)NCC(=O)OCN1N=C(C=C1C)C1=NN2C(N=C(C=C2N2CCOCC2)N2N=C(C=C2)C=2C=C(C=CC2)C)=C1)CC(C)C